tert-butyl 4-(5-(2-((2-chloro-4-(trifluoromethyl)phenyl)amino)-2-oxoethyl)-6-ethyl-3-methyl-8-oxo-5,8-dihydropyrido[2,3-b]pyrazin-7-yl)piperazine-1-carboxylate ClC1=C(C=CC(=C1)C(F)(F)F)NC(CN1C(=C(C(C=2C1=NC(=CN2)C)=O)N2CCN(CC2)C(=O)OC(C)(C)C)CC)=O